2,2-dimethyl-4-(1-(1-methyl-[1,2,4]triazolo[4,3-a]quinazolin-5-yl)-1,2,3,5-tetrahydrobenzo[e][1,4]oxazepin-6-yl)but-3-ynenitrile CC(C#N)(C#CC1=CC=CC=2N(CCOCC21)C2=NC=1N(C3=CC=CC=C23)C(=NN1)C)C